(R)-2-amino-3-(1-methyl-1H-pyrazol-3-yl)propionic acid N[C@@H](C(=O)O)CC1=NN(C=C1)C